Hexamethylenediamine tetramethylene phosphate P1(=O)(OCCCCO1)O.NCCCCCCN